N-[5-[[2-(6,6-difluoro-3-azabicyclo[3.1.0]hexan-3-yl)acetyl]amino]-2-methyl-3-pyridyl]-6-(1-methylpyrazol-4-yl)triazolo[1,5-a]pyridine-3-carboxamide FC1(C2CN(CC12)CC(=O)NC=1C=C(C(=NC1)C)NC(=O)C=1N=NN2C1C=CC(=C2)C=2C=NN(C2)C)F